(indolin-7-yl)benzene-1,4-diamine N1CCC2=CC=CC(=C12)C1=C(C=CC(=C1)N)N